C(#N)C1=NC2=CC=C(C=C2N(C1=O)CC)C(=O)OC methyl 2-cyano-4-ethyl-3-oxo-3,4-dihydroquinoxaline-6-carboxylate